tert-butyl (S)-7-bromo-3-((tert-butoxycarbonyl)amino)-4-oxo-2,3,4,5-tetrahydro-1H-benzo[b][1,4]diazepine-1-carboxylate BrC1=CC2=C(N(C[C@@H](C(N2)=O)NC(=O)OC(C)(C)C)C(=O)OC(C)(C)C)C=C1